bis(disilylphosphanyl)methane [SiH3]P([SiH3])CP([SiH3])[SiH3]